5-(1-((4-methoxyphenyl)sulfonyl)-1,2,5,6-tetrahydropyridin-4-yl)-3-hydroxy-pyridine COC1=CC=C(C=C1)S(=O)(=O)N1CC=C(CC1)C=1C=C(C=NC1)O